5-((tetrahydro-2H-pyran-4-yl)amino)pyrazine-2-formamide O1CCC(CC1)NC=1N=CC(=NC1)C(=O)N